4-amino-N-(2-chloro-4-(1-(difluoromethyl)-1H-pyrazol-4-yl)benzyl)-7-fluoro-N-methylimidazo[1,5-a]quinoxaline-8-carboxamide NC=1C=2N(C3=CC(=C(C=C3N1)F)C(=O)N(C)CC1=C(C=C(C=C1)C=1C=NN(C1)C(F)F)Cl)C=NC2